ClC=1C=CC(=NC1)N1N=C(N=C1C(C)N)C1=NC=CN=C1 1-[2-(5-chloro-2-pyridinyl)-5-pyrazin-2-yl-1,2,4-triazol-3-yl]Ethylamine